2-(3'-(3-Acetaminopropoxy)-2,2'-dimethyl-[1,1'-biphenyl]-3-yl)-6,7-dihydrothiazolo[5,4-c]pyridine-5(4H)-carboxylic acid tert-butyl ester C(C)(C)(C)OC(=O)N1CC2=C(CC1)N=C(S2)C=2C(=C(C=CC2)C2=C(C(=CC=C2)OCCCNC(=O)C)C)C